1-(2-chlorophenyl)-2-((3-chlorophenyl)amino)ethanol ClC1=C(C=CC=C1)C(CNC1=CC(=CC=C1)Cl)O